ClCC\C=C\CCCCCCCCCCCCC(OCC)OCC (3E)-1-chloro-17,17-diethoxy-3-heptadecene